4-(3-(4-(trifluoromethyl)benzylamino)butyl)-2-methoxyphenol FC(C1=CC=C(CNC(CCC2=CC(=C(C=C2)O)OC)C)C=C1)(F)F